C(C)(C)(C)OC(=O)N1CC=2C=CC(=NC2CC1CC(C)(C)C)Cl 2-chloro-7-neopentyl-7,8-dihydro-1,6-naphthyridine-6(5H)-carboxylic acid tert-butyl ester